Cl.C1(CC1)CNC1(CNC1)C N-(cyclopropylmethyl)-3-methyl-azetidin-3-amine HCl salt